ClC1=NC=NC(=C1NC(CCNC[C@@H](C(=O)OC)C)=O)NCC1=NC=CC=C1F Methyl (S)-3-((3-((4-chloro-6-(((3-fluoropyridin-2-yl)methyl)amino)pyrimidin-5-yl)amino)-3-oxopropyl)amino)-2-methylpropanoate